Ethyl-[(3-{5-[3-amino-2,6-dioxo-4-(trifluoromethyl)-3,6-dihydropyrimidin-1(2H)-yl]-4-fluoro-2-nitrophenoxy} pyridin-2-yl) oxy] acetate C(C)(=O)OOC1=NC=CC(=C1OC1=C(C=C(C(=C1)N1C(N(C(=CC1=O)C(F)(F)F)N)=O)F)[N+](=O)[O-])CC